FC=1C=C(C=CC1CC(=O)N)C1=C(C(=CC=C1)C1=NN=C(N1)N1CCNCC1)O (3-fluoro-2'-hydroxy-3'-(5-(piperazin-1-yl)-4H-1,2,4-triazol-3-yl)-[1,1'-biphenyl]-4-yl)acetamide